calcium magnesium silicate chloride [Cl-].[Si]([O-])([O-])([O-])O.[Mg+2].[Ca+2]